C(C1=CC=CC=C1)O[C@H](C)CC(CCCC)=O |r| (±)-2-(benzyloxy)octan-4-one